FC=1C=C(C#N)C=C(C1)NC1=C2C(=NNC2=C(C=C1)S(=O)(=O)C)F 3-fluoro-5-[(3-fluoro-7-methanesulfonyl-1H-indazol-4-yl)amino]benzonitrile